CN1N=CC(=C1)C=1C=C2C=C(N=CC2=CC1)NC(=O)C1=CC(=NC=C1)N1CCN(CC1)C(=O)OC(C)(C)C tert-butyl 4-(4-((6-(1-methyl-1H-pyrazol-4-yl)isoquinolin-3-yl)carbamoyl)pyridin-2-yl)piperazine-1-carboxylate